C1OCCN2C1CN(CC2)C2=C(C(=CC=C2)N)N 3-(hexahydropyrazino[2,1-c][1,4]oxazin-8(1H)-yl)benzene-1,2-diamine